1,2,3,4-tetrahydronaphthalene-1-carbaldehyde C1(CCCC2=CC=CC=C12)C=O